N-(4-((pyridin-4-ylmethyl)amino)phenyl)heptanamide N1=CC=C(C=C1)CNC1=CC=C(C=C1)NC(CCCCCC)=O